2-(N-(2-chloro-5-(trifluoromethyl)phenyl)phenylsulfonamido)-N-(pyridin-3-ylmethyl)acetamide ClC1=C(C=C(C=C1)C(F)(F)F)N(S(=O)(=O)C1=CC=CC=C1)CC(=O)NCC=1C=NC=CC1